(S)-N-((1,2,3,5,6,7-hexahydro-s-indacen-4-yl)carbamoyl)-4-((methylamino)methyl)furan-2-sulfonimidamide C1CCC2=C(C=3CCCC3C=C12)NC(=O)N[S@@](=O)(=N)C=1OC=C(C1)CNC